COC(C(=O)N1CC=2C(=CC1)CNC2)C2=CC=CC=C2 5-(2-methoxy-2-phenylacetyl)-1,4,5,6-tetrahydropyrrolo[3,4-c]pyridine